Ethyl (R)-3-(5-amino-4-(6-chloro-5-fluoro-2-oxo-1,2-dihydrospiro[benzo[d][1,3]oxazine-4,3'-piperidine]-1'-carbonyl)-1H-pyrazol-1-yl)-4-methylbenzoate NC1=C(C=NN1C=1C=C(C(=O)OCC)C=CC1C)C(=O)N1C[C@@]2(CCC1)C1=C(NC(O2)=O)C=CC(=C1F)Cl